4-(3-methoxy-3-(4-(trifluoromethoxy)phenyl)cyclobutoxy)-1H-1,2,3-triazole-5-carboxylic acid COC1(CC(C1)OC=1N=NNC1C(=O)O)C1=CC=C(C=C1)OC(F)(F)F